C1(CC1)C1=CC=C2N=C(C(N(C2=C1)C1=CC=C(C=C1)OC(F)F)=O)C=1C=CC=2N(C1)C=NN2 7-cyclopropyl-1-(4-(difluoromethoxy)phenyl)-3-([1,2,4]triazolo[4,3-a]pyridin-6-yl)-2(1H)-quinoxalinone